(2S,4R)-1-((S)-2-(4-benzyl-1H-1,2,3-triazol-1-yl)-3,3-dimethylbutyryl)-4-hydroxy-N-(4-(4-methylthiazol-5-yl)benzyl)pyrrolidine-2-carboxamide C(C1=CC=CC=C1)C=1N=NN(C1)[C@H](C(=O)N1[C@@H](C[C@H](C1)O)C(=O)NCC1=CC=C(C=C1)C1=C(N=CS1)C)C(C)(C)C